tert-butyl (1R,4R,5S)-5-((7-bromo-6-(2-cyanoethyl)-8-fluoro-3-iodo-2-(methylsulfanyl) quinolin-4-yl) amino)-2-azabicyclo[2.1.1]hexane-2-carboxylate BrC1=C(C=C2C(=C(C(=NC2=C1F)SC)I)N[C@H]1[C@H]2CN([C@@H]1C2)C(=O)OC(C)(C)C)CCC#N